N1-(2,6-dimethylphenyl)-N2-((S)-4-methyl-1-oxo-1-(((S)-3-oxo-1-((S)-2-oxopyrrolidin-3-yl)-4-(trifluoromethoxy)butan-2-yl)amino)pentan-2-yl)oxalamide CC1=C(C(=CC=C1)C)NC(C(=O)N[C@H](C(N[C@@H](C[C@H]1C(NCC1)=O)C(COC(F)(F)F)=O)=O)CC(C)C)=O